6-bromo-4-fluoro-2-{[(Oxohexan-2-yl)oxy]methyl}-1-(propan-2-yl)-1H-benzimidazole BrC=1C=C(C2=C(N(C(=N2)COC(C)CCCC=O)C(C)C)C1)F